tert-butyl (3S,4S)-3-(5-amino-4-(((1S,2S)-2-(difluoromethyl)cyclopropyl)amino)-2-fluorobenzamido)-4-fluoropiperidine-1-carboxylate NC=1C(=CC(=C(C(=O)N[C@H]2CN(CC[C@@H]2F)C(=O)OC(C)(C)C)C1)F)N[C@@H]1[C@H](C1)C(F)F